3-bromobenzene-1,2-dicarboxylic acid dimethyl ester COC(=O)C=1C(=C(C=CC1)Br)C(=O)OC